indenyldiketone zinc [Zn].C1(C=CC2=CC=CC=C12)C(C(=O)C1C=CC2=CC=CC=C12)=O